CN1N=C(C=C1)[C@H]1NCCC1 methyl-3-[(2S)-pyrrolidin-2-yl]-1H-pyrazole